1-(4-((3-chloro-2-fluorophenyl)amino)-7-((1,3-dimethylpyrrolidin-3-yl)ethynyl)-quinazolin-6-yl)-3-methylurea ClC=1C(=C(C=CC1)NC1=NC=NC2=CC(=C(C=C12)NC(=O)NC)C#CC1(CN(CC1)C)C)F